pentanedioic acid-d C(CCCC(=O)O[2H])(=O)O